FC1([C@@H]([C@@H](N(C1)C(=O)C1CC(C1)F)CC=1C(=C(C=CC1)C1=CC(=CC=C1)OC)F)NS(=O)(=O)CC)F N-{(2S,3R)-4,4-difluoro-1-{3-fluoro-cyclobutane-1-carbonyl}-2-[(2-fluoro-3'-methoxy[1,1'-biphenyl]-3-yl)methyl]-pyrrolidin-3-yl}ethanesulfonamide